(S)-N-{(S)-1-[2-(5-fluorobenzo[d]isoxazol-3-yl)phenyl]-2-(3-fluoro-6-methylsulfonylpyridine-2-yl)ethyl}-2-methylpropane-2-sulfinamide FC=1C=CC2=C(C(=NO2)C2=C(C=CC=C2)[C@H](CC2=NC(=CC=C2F)S(=O)(=O)C)N[S@@](=O)C(C)(C)C)C1